oxane-2-carboxylate O1C(CCCC1)C(=O)[O-]